CN(C)\C=C/1\C(C=2N(CCC1)N=C1C2CN(CC1)C(=O)OC(C)(C)C)=O tert-Butyl (10E)-10-[(dimethylamino)methylidene]-11-oxo-1,3,4,7,8,9,10,11-octahydro-2H-pyrido[4',3':3,4]pyrazolo[1,5-a]azepine-2-carboxylate